3-(4-ethyl-1H-imidazol-1-yl)-5-fluorobenzoic acid C(C)C=1N=CN(C1)C=1C=C(C(=O)O)C=C(C1)F